C(C)(C)N1N=C(C(=C1)B1OC(C(O1)(C)C)(C)C)C 1-Isopropyl-3-methyl-4-(4,4,5,5-tetramethyl-1,3,2-dioxaborolan-2-yl)-1H-pyrazole